2-(6-bromo-2-fluoro-3-methoxyphenyl)acetonitrile BrC1=CC=C(C(=C1CC#N)F)OC